C(#N)C1=CC(=CC2=CN(N=C12)C)C1=CC2=CN(N=C2C(=C1)F)C1CCN(CC1)C(=O)OC(C)(C)C tert-butyl 4-[5-(7-cyano-2-methyl-indazol-5-yl)-7-fluoro-indazol-2-yl]piperidine-1-carboxylate